FC(CN(CCC(C(=O)O)NC1=NC=C(C=N1)C(F)(F)F)CCCCC1=NC=2NCCCC2C=C1)COC 4-((2-fluoro-3-methoxypropyl)(4-(5,6,7,8-tetrahydro-1,8-naphthyridin-2-yl)butyl)amino)-2-((5-(trifluoromethyl)pyrimidin-2-yl)amino)butanoic acid